PENTANONE CCCC(=O)C